24-(hydroxy{2-[(trifluoromethyl)oxy]phenyl}methyl)-5α-cholan-3β-ol OC(CCC[C@@H](C)[C@H]1CC[C@H]2[C@@H]3CC[C@H]4C[C@H](CC[C@]4(C)[C@H]3CC[C@]12C)O)C1=C(C=CC=C1)OC(F)(F)F